C(\C=C/C(=O)O)(=O)O.C=CCCOC(=O)NC1=CC2=NC3=C(C=CC=C3C2=CC=C1)NC(C)C (-)-7-(1-buten-4-yloxy)carbonylamino-4-(isopropyl)aminocyclohepta[7,6-b]indole maleate